4-trifluoromethoxy-N-(2-methylquinolin-8-yl)benzamide FC(OC1=CC=C(C(=O)NC=2C=CC=C3C=CC(=NC23)C)C=C1)(F)F